N-(5-(trans-3-(4-(trifluoromethyl)phenyl)cyclobutoxy)-1H-indol-3-yl)cyclopropanecarboxamide FC(C1=CC=C(C=C1)[C@@H]1C[C@H](C1)OC=1C=C2C(=CNC2=CC1)NC(=O)C1CC1)(F)F